aminocaproic acid triethanolamine salt N(CCO)(CCO)CCO.NC(C(=O)O)CCCC